C(C)(=O)OCCC(\C=C\C1=CC=CC=C1)C1=CC=CC=C1 (E)-1,3-diphenylallylethyl acetate